1,3-diphenylpropan-1-ol C1(=CC=CC=C1)C(CCC1=CC=CC=C1)O